FC1=NC(=CC=C1N1CCN(CC1)CC=1C=CC=2C=3C(C(NC2C1F)=O)=COC3)C(NC)=O 7-((4-(2-fluoro-6-(methylcarbamoyl)pyridin-3-yl)piperazin-1-yl)methyl)-6-fluorofuro[3,4-c]quinolin-4(5H)-one